NCC1=CC=C(C=C1)NC(=O)C1=CC2=C(OCCC3=C2SC=C3)C=C1C1=C(C(=O)OC)C=CC=C1 methyl 2-(9-((4-(aminomethyl)phenyl)carbamoyl)-4,5-dihydrobenzo[b]thieno[2,3-d]oxepin-8-yl)benzoate